(S)-aminobenzeneacetonitrile hydrochloride Cl.NC1=C(C=CC=C1)CC#N